BrC=1C=C2CCN=C(C2=CC1)CC 6-bromo-1-ethyl-3,4-dihydroisoquinoline